(S)-6-(3-chloro-6-(difluoromethyl)-2-fluorophenyl)-3-methyl-N-(1-(1-(4-methyl-2-(methylsulfonyl)pyrimidin-5-yl)ethyl)-1H-pyrazol-4-yl)pyrazine-2-carboxamide ClC=1C(=C(C(=CC1)C(F)F)C1=CN=C(C(=N1)C(=O)NC=1C=NN(C1)[C@@H](C)C=1C(=NC(=NC1)S(=O)(=O)C)C)C)F